(R)-2-(3-aminopyrrolidin-1-yl)-N-(4-(4-morpholino-7H-pyrrolo[2,3-d]pyrimidin-6-yl)phenyl)pyrimidin-5-amine N[C@H]1CN(CC1)C1=NC=C(C=N1)NC1=CC=C(C=C1)C1=CC2=C(N=CN=C2N2CCOCC2)N1